C(CCC)OCCOCC(=O)O (2-butoxyethoxy)acetic acid